1-[(2R,3S)-5-chloro-2-methyl-2,3-dihydrofuro[3,2-b]pyridin-3-yl]methylamine dihydrochloride Cl.Cl.ClC1=CC=C2C(=N1)[C@@H]([C@H](O2)C)CN